(S)-3,3-Dimethyl-5-((trimethylsilyl)oxy)-1,3,7,7a-tetrahydropyrrolo[1,2-c]oxazole CC1(OC[C@H]2N1C(=CC2)O[Si](C)(C)C)C